N-((2-methoxy-5-(2-morpholinopropan-2-yl)phenyl)sulfonyl)-5-(pyridin-2-yl)quinoline-2-carboxamide COC1=C(C=C(C=C1)C(C)(C)N1CCOCC1)S(=O)(=O)NC(=O)C1=NC2=CC=CC(=C2C=C1)C1=NC=CC=C1